2,4-dichloro-6-(3,5-dimethoxyphenyl)pyrido[3,4-d]pyrimidine ClC=1N=C(C2=C(N1)C=NC(=C2)C2=CC(=CC(=C2)OC)OC)Cl